6-amino-2-{[2-fluoro-4-(methylsulfonyl)phenyl]amino}-7-(1H-indazol-4-yl)-9-(1,1,1-trifluoro-2-propanyl)-7,9-dihydro-8H-purine-8-one NC1=C2N(C(N(C2=NC(=N1)NC1=C(C=C(C=C1)S(=O)(=O)C)F)C(C(F)(F)F)C)=O)C1=C2C=NNC2=CC=C1